Tert-butyl N-[(5-bromo-3-chloro-2-hydroxyphenyl)methyl]-N-[(2S)-1-hydroxypropan-2-yl]carbamate BrC=1C=C(C(=C(C1)CN(C(OC(C)(C)C)=O)[C@H](CO)C)O)Cl